2-(6-bromo-4-chloro-2H-indazol-2-yl)-2-(3-thioxo-2,5,6,7-tetrahydro-3H-pyrrolo[1,2-c]imidazol-1-yl)acetic acid ethyl ester C(C)OC(C(C1=C2N(C(N1)=S)CCC2)N2N=C1C=C(C=C(C1=C2)Cl)Br)=O